C1(CCC1)CNCC=1NC2=CC(=CC=C2C1)CNC(=O)C=1N=C2C=3N(N=CC3OCCN2)C1 N-((2-(((Cyclobutylmethyl)amino)methyl)-1H-indol-6-yl)methyl)-7,8-dihydro-6H-9-oxa-2,2a,5,6-tetraazabenzo[cd]azulene-4-carboxamide